2-N-[6-(difluoromethyl)-2-(4-formylcyclohexyl)indazol-5-yl]-6-(1-fluoro-1-methyl-ethyl)pyridine-2-carboxamide FC(C=1C(=CC2=CN(N=C2C1)C1CCC(CC1)C=O)NC(=O)C1=NC(=CC=C1)C(C)(C)F)F